(S)-2-amino-N-((R)-2-oxo-1-(p-tolyl)azetidin-3-yl)-4-phenylbutylamine N[C@H](CN[C@H]1C(N(C1)C1=CC=C(C=C1)C)=O)CCC1=CC=CC=C1